2'-(1H-1,3-benzodiazol-2-yl)-5'-chloro-4-{[(1R)-1-phenylbutyl]carbamoyl}-[1,1'-biphenyl]-2-carboxylic acid N1C(=NC2=C1C=CC=C2)C2=C(C=C(C=C2)Cl)C=2C(=CC(=CC2)C(N[C@H](CCC)C2=CC=CC=C2)=O)C(=O)O